FC1=C(C(=O)N)C(=CC(=C1)C1=C(C=C(C(=C1)NC(C1=C(C=C(C=C1)F)C(F)(F)F)=O)N1C[C@H](N(CC1)C)C)F)F |r| 2,6-difluoro-4-[2-fluoro-5-[[4-fluoro-2-(trifluoromethyl)benzoyl]amino]-4-[rac-(3R)-3,4-dimethylpiperazin-1-yl]phenyl]benzamide